eicosyl-dimethyl-amine oxide C(CCCCCCCCCCCCCCCCCCC)[N+](C)(C)[O-]